4-[2-(tricyclo[3.3.1.13,7]decan-1-yl)-1,3-thiazol-5-yl]benzonitrile C12(CC3CC(CC(C1)C3)C2)C=2SC(=CN2)C2=CC=C(C#N)C=C2